lithium-cobalt manganese oxide [O-2].[Mn+2].[Co+2].[Li+]